O=S1(CCCCC1)=O 1,1-dioxotetrahydro-2H-thiopyran